BrCCOCCOCCOCCOC 1-bromo-3,6,9,12-tetraoxatridecane